2-[(R)-amino[1-(1H-pyrazole-4-sulfonyl)piperidin-4-yl]methyl]-4,5-dichlorophenol N[C@@H](C1=C(C=C(C(=C1)Cl)Cl)O)C1CCN(CC1)S(=O)(=O)C=1C=NNC1